ON=C(N)C1=NON=C1 N'-hydroxy-1,2,5-oxadiazole-3-carboximidamide